C(C)C=1C(NC=2C=C(C(NC2C1)=O)CN1CCN(CC1)C1=C(C=C(C(=O)NC)C=C1)F)=O 4-(4-((7-ethyl-2,6-dioxo-1,2,5,6-tetrahydro-1,5-naphthyridin-3-yl)methyl)piperazin-1-yl)-3-fluoro-N-methylbenzamide